N1CC(OCC1)C1=CC=C(N)C=C1 [M]-4-(morpholin-2-yl)aniline